C(C1=CC(=C(C(=C1)CC)N=C=O)CC)C1=CC(=C(C(=C1)CC)N=C=O)CC methylenebis(3,5-diethyl-4-isocyanatobenzene)